F[C@H]1[C@@H]2CCC[C@H](C[C@H]1C(=C)C=1N=CC(=NC1)C1=C(C=C(C=C1)N1C=NC=C1)O)N2 2-(5-(1-((1s,2r,3s,5r)-2-fluoro-9-azabicyclo[3.3.1]non-3-yl)vinyl)pyrazin-2-yl)-5-(1H-imidazol-1-yl)phenol